2-(2-bromophenyl) ethylene oxide BrC1=C(C=CC=C1)C1CO1